3-cyclohexenyl-6-(4-methoxyphenyl)-5-(2-methoxypyrimidin-4-ylamino)-2-phenyl-pyrazolo[1,5-a]Pyrimidin-7(4H)-one C1(=CCCCC1)C=1C(=NN2C1NC(=C(C2=O)C2=CC=C(C=C2)OC)NC2=NC(=NC=C2)OC)C2=CC=CC=C2